C1(=CC=CC=C1)C(=O)N1CC2=C(CC1)C=C(S2)C2=NOC(=N2)C(F)(F)F phenyl(2-(5-(trifluoromethyl)-1,2,4-oxadiazol-3-yl)-4,7-dihydrothieno[2,3-c]pyridin-6(5H)-yl)methanone